3-(2-fluorophenyl)-1H-pyrazole FC1=C(C=CC=C1)C1=NNC=C1